5-[2-(4-benzo[d]isoxazol-3-yl-piperidin-1-yl)-ethyl]-2,3-dimethyl-6,7-dihydro-5H-pyrazolo[1,5-a]pyrazin-4-one oxalate C(C(=O)O)(=O)O.O1N=C(C2=C1C=CC=C2)C2CCN(CC2)CCN2C(C=1N(CC2)N=C(C1C)C)=O